5-(2-fluorophenyl)-N-methylbenzyl-1-(3-pyridylsulfonyl)-1H-pyrrole-3-methanamine hydrochloride Cl.FC1=C(C=CC=C1)C=1C=CC=C(CC=2N(C=CC2CNC)S(=O)(=O)C=2C=NC=CC2)C1